oxovanadium(V) O=[V+3]